methyl 3-(4-chloro-2',3',4',5',6,6'-hexafluoro-[1,1'-biphenyl]-3-yl)propanoate ClC1=C(C=C(C(=C1)F)C1=C(C(=C(C(=C1F)F)F)F)F)CCC(=O)OC